5-((1-(tert-butoxycarbonyl)azetidin-3-yl)amino)-2-methylbenzoic acid C(C)(C)(C)OC(=O)N1CC(C1)NC=1C=CC(=C(C(=O)O)C1)C